NC(CO)(CO)CO 2-amino-2-(hydroxymethyl)propan-1,3-diol